O1C=C(C2=C1C=CC=C2)C[C@H](NC(=O)C2CC1(C2)OCCC1)B(O)O ((1R)-2-(benzofuran-3-yl)-1-(5-oxaspiro[3.4]octane-2-carboxamido)ethyl)boronic acid